(S)-N-(3-(1-(2-(4-methyl-2-oxo-1,2-dihydroquinolin-6-yl)acetyl)piperidin-4-yl)-1-(methylamino)-1-oxopropan-2-yl)picolinamide CC1=CC(NC2=CC=C(C=C12)CC(=O)N1CCC(CC1)C[C@@H](C(=O)NC)NC(C1=NC=CC=C1)=O)=O